C(#N)C=1C=C(C=C2CC(CC12)C=O)OC[C@H]1N(C(OC1)(C)C)C(=O)OC(C)(C)C tert-butyl (4R)-4-[(7-cyano-2-formyl-2,3-dihydro-1H-inden-5-yl)oxymethyl]-2,2-dimethyl-1,3-oxazolidine-3-carboxylate